CC1(OC=2C=C(C=C(C2[C@H]2[C@]1(CCC(=C2)C)O)O)CCCCC)C (6As,10aS)-6,6,9-trimethyl-3-pentyl-8,10a-dihydro-7H-benzo[c]chromene-1,6a-diol